2-((3R)-3-(1-(1-(2-(2,5-dichlorothiazol-4-yl)ethyl)-3-ethynyl-1H-pyrazolo[3,4-b]pyrazin-6-yl)azetidin-3-yl)piperidin-1-yl)ethan-1-ol ClC=1SC(=C(N1)CCN1N=C(C=2C1=NC(=CN2)N2CC(C2)[C@@H]2CN(CCC2)CCO)C#C)Cl